allyl-α-ionone CC1=CCCC(C1/C=C/C(=O)CCC=C)(C)C